C1=CC=CC=2P(CC3=CC=CC=C3C12)=O 6H-phosphanthridine 5-oxide